ClC=1C=C(C=CC1)C(C(C1=CC=CC=C1)OC(N[C@H](C(=O)N[C@@H](C[C@H]1C(NCC1)=O)C(C(=O)NCC)=O)CC1CCCC1)=O)(F)F ((S)-3-cyclopentyl-1-(((S)-4-(ethylamino)-3,4-dioxo-1-((S)-2-oxopyrrolidin-3-yl)butan-2-yl)amino)-1-oxopropan-2-yl)carbamic acid 2-(3-chlorophenyl)-2,2-difluoro-1-phenylethyl ester